3-(4-(trifluoromethyl)phenyl)morpholine FC(C1=CC=C(C=C1)C1NCCOC1)(F)F